1-[(quinolin-8-ylimino)methyl]naphthalene-2-ol N1=CC=CC2=CC=CC(=C12)N=CC1=C(C=CC2=CC=CC=C12)O